4-((3-chloro-4-fluorophenyl)amino)-5,7-difluoro-1H-indole-2-carboxylic acid ethyl ester C(C)OC(=O)C=1NC2=C(C=C(C(=C2C1)NC1=CC(=C(C=C1)F)Cl)F)F